N-(lauroylaminoformylmethyl)-pyridinium chloride [Cl-].C(CCCCCCCCCCC)(=O)NC(=O)C[N+]1=CC=CC=C1